CN(C=1C=CC=2N(C1)N=CC2C(=O)N2[C@H](C1=C(CC2)NC=N1)C1=NN2C(C=CC=C2C)=C1)C (R)-(6-(dimethylamino)pyrazolo[1,5-a]pyridin-3-yl)(4-(7-methylpyrazolo[1,5-a]pyridin-2-yl)-6,7-dihydro-1H-imidazo[4,5-c]pyridin-5(4H)-yl)methanone